O[C@@H]1CN(C[C@@H]1O)C1=CC=C2C(C(=CN(C2=C1)C(C)C)CN(CC1=CC(=NC=C1)C)[C@@H]1CN(CCC1)C=1C=NC(=CC1)C)=O 7-[(3R,4S)-3,4-dihydroxypyrrolidin-1-yl]-3-({[(3S)-1-(6-methylpyridin-3-yl)piperidin-3-yl][(2-methylpyridin-4-yl)methyl]amino}methyl)-1-(propan-2-yl)-1,4-dihydroquinolin-4-one